7β-hydroxy-3-oxocholest-4-en-26-oic acid O[C@@H]1[C@H]2[C@@H]3CC[C@H]([C@@H](CCCC(C(=O)O)C)C)[C@]3(CC[C@@H]2[C@]2(CCC(C=C2C1)=O)C)C